C(C1=CC=CC=C1)(=O)N(C(C(=C)C)=O)C(C)C N-benzoyl-N-isopropylmethacrylamide